3-methoxy-4-{[3-(4-{[(1R,4R)-4-(1-oxo-1λ4-thiomorpholin-4-yl)cyclohexyl]amino}-1-(2,2,2-trifluoro-ethyl)-1H-indol-2-yl)prop-2-yn-1-yl]amino}benzene-1-sulfonamide COC=1C=C(C=CC1NCC#CC=1N(C2=CC=CC(=C2C1)NC1CCC(CC1)N1CCS(CC1)=O)CC(F)(F)F)S(=O)(=O)N